CC(=O)C(=O)OC The molecule is a pyruvate ester resultinf grom the formal condensation of the carboxy group of pyruvic acid with the hydroxy group of methanol. It is a pyruvate ester and a methyl ester. It derives from a pyruvic acid.